N1(C=CC=C1)CCC(=C)C1=CC=CC=C1 1-(N-pyrrolyl)-3-phenylbut-3-ene